(E)-ethyl 3-(3-(trifluoromethyl)-1,2,4-oxadiazol-5-yl)acrylate FC(C1=NOC(=N1)/C=C/C(=O)OCC)(F)F